N-(1-(3-(difluoromethyl)-2-fluorobenzyl)ethyl)-2-methyl-5-(2-(pyridin-2-yl)ethoxy)pyrimidin-4-amine FC(C=1C(=C(CC(C)NC2=NC(=NC=C2OCCC2=NC=CC=C2)C)C=CC1)F)F